COCC(OCC(C)OCC1=CC=CC=C1)C dipropylene glycol benzyl methyl ether